CC(CCCCCC=C)=CC 8-methyl-1,8-decadiene